2-((2-methyl-6-(trifluoromethyl)-1,4-dihydropyridin-3-yl)sulfonyl)-6-(4-methyltetrahydro-2H-pyran-4-yl)-2,6-diazaspiro[3.3]heptane CC=1NC(=CCC1S(=O)(=O)N1CC2(C1)CN(C2)C2(CCOCC2)C)C(F)(F)F